6'-((7-((6-carboxypyridine-2-yl)methyl)-9-hydroxy-1,5-bis(methoxycarbonyl)-2,4-di(pyridine-2-yl)-3,7-diazabicyclo[3.3.1]nonane-3-yl)methyl)-[2,2'-bipyridine]-6-carboxylic acid C(=O)(O)C1=CC=CC(=N1)CN1CC2(C(N(C(C(C1)(C2O)C(=O)OC)C2=NC=CC=C2)CC2=CC=CC(=N2)C2=NC(=CC=C2)C(=O)O)C2=NC=CC=C2)C(=O)OC